N1[C@H]2[C@@H](CC1)N(CC2)C=2C=C(C=CC2)C2C(NC(CC2)=O)=O 3-[3-[(3aR,6aR)-2,3,3a,5,6,6a-hexahydro-1H-pyrrolo[3,2-b]pyrrol-4-yl]phenyl]piperidine-2,6-dione